2-bromo-1,3-dimethoxypropane BrC(COC)COC